FC1=CC(=C2C=NN(C2=C1)COCC[Si](C)(C)C)OC 6-fluoro-4-methoxy-1-((2-(trimethylsilyl)ethoxy)methyl)-1H-indazole